NC=1C(=CC(=C(C1)NC1=NC=C2C(=N1)N(C(N(C2)CC2=C(C=C(C=C2)F)F)=O)C)OC)N(C)CCN(C)C 7-((5-amino-4-((2-(dimethylamino)ethyl)(methyl)amino)-2-methoxyphenyl)amino)-3-(2,4-difluorobenzyl)-1-methyl-3,4-dihydropyrimido[4,5-d]pyrimidin-2(1H)-one